C(C)(C)(C)OC(=O)N1[C@@H](CCC1)C=1C=C(C=C2CCN(CC12)C(=O)C=1C=NC(=NC1)C1CC1)C=1C=C2C(=NC1)NC=C2C (S)-2-(2-(2-cyclopropylpyrimidine-5-carbonyl)-6-(3-methyl-1H-pyrrolo[2,3-b]pyridin-5-yl)-1,2,3,4-tetrahydroisoquinolin-8-yl)pyrrolidine-1-carboxylic acid tert-butyl ester